N-(4-(6,7-bis(2-methoxyethoxy)quinazolin-4-yl)phenyl)-2-(4-(trifluoromethyl)phenyl)acetamide COCCOC=1C=C2C(=NC=NC2=CC1OCCOC)C1=CC=C(C=C1)NC(CC1=CC=C(C=C1)C(F)(F)F)=O